C(C)(=O)O[Si](C)(OC(C)=O)OC(C)=O triacetoxy(methyl)-silane